ethyl (2R)-2-((tert-butoxycarbonyl)amino)-2-(2-methoxy-4-((2-methylpentyl)oxy)phenyl)acetate C(C)(C)(C)OC(=O)N[C@@H](C(=O)OCC)C1=C(C=C(C=C1)OCC(CCC)C)OC